[I-].CN(C(OC[NH+]1CCCCC1)=O)CCN(C(OC(C)(C)C)=O)C 1-(4,7,10,10-tetramethyl-3,8-dioxo-2,9-dioxa-4,7-diazaundecyl)piperidin-1-ium iodide